N-(4-(4-amino-7-cyano-1-methyl-3-(4-((1-methyl-1H-pyrazol-3-yl)oxy)phenyl)-1H-pyrrolo[3,2-c]pyridin-2-yl)-3-methylphenyl)-2-fluoroacrylamide NC1=NC=C(C2=C1C(=C(N2C)C2=C(C=C(C=C2)NC(C(=C)F)=O)C)C2=CC=C(C=C2)OC2=NN(C=C2)C)C#N